methyl-beta-propiolactone CC1C(=O)OC1